COC1=C(C=CC(=C1)[N+](=O)[O-])C1=CC=C(O1)C=C1C(C2=C(S1)C=CC=C2)=O 2-[[5-(2-Methoxy-4-nitrophenyl)-2-furanyl]methylene]benzo[b]thiophen-3(2H)-one